5-(4-hydroxyphenyl)bicyclo[2.2.1]Hept-2-ene OC1=CC=C(C=C1)C1C2C=CC(C1)C2